N(=[N+]=[N-])[C@H]1[C@H](C[C@@H](OC1)C)NC(OC(C)(C)C)=O tert-butyl (2S,4S,5S)-5-azido-2-methyltetrahydro-2H-pyran-4-ylcarbamate